1-(1-(difluoromethyl)cyclopropyl)-4-((2-(dimethylamino)ethyl)amino)-6-oxo-1,6-dihydropyridine-3-carboxylic acid FC(C1(CC1)N1C=C(C(=CC1=O)NCCN(C)C)C(=O)O)F